C(C)(C)(C)N1N=C(C(=C1CC)O)C(C)C 1-tert-butyl-5-ethyl-4-hydroxy-3-isopropyl-pyrazole